N1(CCC1)S(=O)(=O)C=1C(=NC=CC1)NC1=NC(=NS1)C1=NC=CC(=C1)OC1CCCCC1 N-(3-(azetidin-1-ylsulfonyl)pyridin-2-yl)-3-(4-(cyclohexyloxy)pyridin-2-yl)-1,2,4-thiadiazol-5-amine